Ethyl-2-amino-5-methoxybenzoate C(C)OC(C1=C(C=CC(=C1)OC)N)=O